2-Benzyl-N-[(1-methylcyclohexyl)methyl]-1H-benzimidazole-5-carboxamide C(C1=CC=CC=C1)C1=NC2=C(N1)C=CC(=C2)C(=O)NCC2(CCCCC2)C